CN1N=C(C(=C1)C1=CC=C(N=N1)NCC1CC12CCN(CC2)CC(CC)C)C 6-(1,3-dimethylpyrazol-4-yl)-N-[[6-(2-methylbutyl)-6-azaspiro[2.5]octan-2-yl]methyl]pyridazin-3-amine